4-(4,6-diphenyl-1,3,5-triazin-2-yl)-2,3,5,6-tetrakis(5H-pyrido[4,3-b]indol-5-yl)benzonitrile C1(=CC=CC=C1)C1=NC(=NC(=N1)C1=CC=CC=C1)C1=C(C(=C(C#N)C(=C1N1C2=C(C=3C=CC=CC13)C=NC=C2)N2C1=C(C=3C=CC=CC23)C=NC=C1)N1C2=C(C=3C=CC=CC13)C=NC=C2)N2C1=C(C=3C=CC=CC23)C=NC=C1